5-((3-(4-methylpiperazin-1-yl)phenyl)thio)-1H-1,2,3-triazole CN1CCN(CC1)C=1C=C(C=CC1)SC1=CN=NN1